OC(CCCCCCCCCCCCCC(=O)O)CCCCCC 15-Hydroxy-heneicosanoic acid